N'-methoxylcarbonylurea O(C)C(=O)NC(N)=O